4-bromo-1,5-dimethyl-1H-pyrazole BrC=1C=NN(C1C)C